SC=1C=C(C=CC1)C(C(=O)OCC(C)OC(C(C)C1=CC(=CC=C1)S)=O)C propylene glycol bis(3-mercapto-phenyl propionate)